ClC1=NC=2N(C(=C1)NC1=CC3=C(N(C(N3CCC(C)(C)O)=O)C)C=C1)N=CC2C#N 5-chloro-7-[[3-(3-hydroxy-3-methyl-butyl)-1-methyl-2-oxo-benzimidazol-5-yl]amino]pyrazolo[1,5-a]pyrimidine-3-carbonitrile